CC1N(C(C1CC(=O)N1CC=2N=C(N=C(C2C1C)OC)C#N)C)C1=CC(=NC=C1)C(F)(F)F 6-(2-(2,4-Dimethyl-1-(2-(trifluoromethyl)pyridin-4-yl)azetidin-3-yl)acetyl)-4-methoxy-5-methyl-6,7-dihydro-5H-pyrrolo[3,4-d]pyrimidine-2-carbonitrile